N=1CN(C=CC1)C(=O)N Pyrimidine-3-Carboxamide